FC1=CC=C2C(C(NC2=C1)=O)=O 6-Fluoroindoline-2,3-dione